Cl.C(C)NC(CC1CCNCC1)=O N-Ethyl-2-(piperidin-4-yl)acetamide, hydrochloride